OC(CC)C1=CC(=C(C=N1)C1=NC=C2C=C(N=CC2=C1)NC(=O)[C@@H]1OCC1)C (2R)-N-{7-[6-(1-hydroxypropyl)-4-methylpyridin-3-yl]-2,6-naphthyridin-3-yl}oxetane-2-carboxamide